CC1=NN(C(=N1)C)CC(=O)OCCC(=C(F)F)F 3,4,4-trifluorobut-3-en-1-yl 2-(3,5-dimethyl-1H-1,2,4-triazol-1-yl)acetate